N-(4-(N-(4-hydroxybenzyl)sulfamoyl)phenyl)-2-(pyridin-4-yl)cyclopropane-1-carboxamide OC1=CC=C(CNS(=O)(=O)C2=CC=C(C=C2)NC(=O)C2C(C2)C2=CC=NC=C2)C=C1